1-(2,2-difluoroethyl)-3,5-dimethyl-4-[4H,5H,6H-pyrrolo[3,4-c]pyrazole-2-sulfonyl]pyrazole FC(CN1N=C(C(=C1C)S(=O)(=O)N1N=C2C(=C1)CNC2)C)F